NC1=C2C(=NC=N1)N(N=C2C2=NOC(=C2C2=NC=C(C=N2)CCOCCC(=O)OC(C)(C)C)C2CC2)C(C)(C)C tert-butyl 3-[2-[2-[3-(4-amino-1-tert-butyl-pyrazolo[3,4-d]pyrimidin-3-yl)-5-cyclopropyl-isoxazol-4-yl]pyrimidin-5-yl]ethoxy]propanoate